OCC1=NN=C(S1)N1N=NC2=C1C=C(C=C2N2CCN(CC2)C(C(C)C)=O)S(=O)(=O)NC2(COC2)C 1-(4-{1-[5-(hydroxymethyl)-1,3,4-thiadiazol-2-yl]-6-(3-methyl-3-oxetanylaminosulfonyl)-1H-1,2,3-benzotriazol-4-yl}-1-piperazinyl)-2-methyl-1-propanone